(2S,4R)-4-fluoro-N-[(S)-phenyl[4-(propan-2-yl)phenyl]methyl]-1-[2-(pyridin-4-yl)acetyl]pyrrolidine-2-carboxamide F[C@@H]1C[C@H](N(C1)C(CC1=CC=NC=C1)=O)C(=O)N[C@H](C1=CC=C(C=C1)C(C)C)C1=CC=CC=C1